BrC=1C(=C(C(=O)OC)C=C(C1)C)N=C(C)N1CCCCC1 methyl 3-bromo-5-methyl-2-[1-(1-piperidyl)ethylideneamino]benzoate